9-(1,1,2-trimethylpropoxy)-9-borabicyclo[3.3.1]nonane CC(C(C)C)(OB1C2CCCC1CCC2)C